BrC1=CC(=CC2=C1N1C(=N2)COCC1)C(=O)NC1=CC=C(C=C1)OC(F)(F)Cl 6-bromo-N-[4-[chloro(difluoro)methoxy]phenyl]-3,4-dihydro-1H-[1,4]oxazino[4,3-a]benzoimidazole-8-carboxamide